FC=1C(=C(C=CC1F)[C@H]1[C@@H](O[C@]([C@H]1C)(C(F)(F)F)C)C(=O)NC=1C=NC(=CC1)NN)OC (2R,3S,4S,5R)-3-(3,4-difluoro-2-methoxyphenyl)-N-(6-hydrazinopyridin-3-yl)-4,5-dimethyl-5-(trifluoromethyl)tetrahydrofuran-2-carboxamide